C1(CCCCC1)CS[NH-] cyclohexylmethylthioamide